BrC=1C2=CN(N=C2C(=CC1)OC1CN(C1)C1CCCCC1)C 4-bromo-7-((1-cyclohexylazetidin-3-yl)oxy)-2-methyl-2H-indazole